allyl mercaptooctanoate SC(C(=O)OCC=C)CCCCCC